4-[8-(2,5-Difluoro-phenyl)-3-hydroxy-quinolin-2-yl]-4-oxo-butyric acid ethyl ester C(C)OC(CCC(=O)C1=NC2=C(C=CC=C2C=C1O)C1=C(C=CC(=C1)F)F)=O